(R)-TERT-BUTYL 1-(5-FORMYLOXAZOL-2-YL)BUTYLCARBAMATE C(=O)C1=CN=C(O1)[C@@H](CCC)NC(OC(C)(C)C)=O